methyl 3-chloro-2-(2-(6-methoxy-2-methylpyridin-3-yl)phenyl)imidazo[1,2-a]pyridine-7-carboxylate ClC1=C(N=C2N1C=CC(=C2)C(=O)OC)C2=C(C=CC=C2)C=2C(=NC(=CC2)OC)C